(S)-N-(4-((4-(4-aminopyrimidin-2-yl)-1-methyl-1H-pyrazol-5-yl)oxy)butan-2-yl)-6'-chloro-3-methoxy-5-((1-(2,2,2-trifluoroethyl)piperidin-4-yl)oxy)-[2,3'-bipyridin]-4'-amine NC1=NC(=NC=C1)C=1C=NN(C1OCC[C@H](C)NC1=C(C=NC(=C1)Cl)C1=NC=C(C=C1OC)OC1CCN(CC1)CC(F)(F)F)C